FC1(CC2(C1)CC(N(CC2)CC2=C1C=CNC1=C(C=C2OC)C)C2=CC=C(C=1C=NNC21)C(=O)O)F 7-{2,2-Difluoro-7-[(5-methoxy-7-methyl-1H-indol-4-yl)methyl]-7-azaspiro[3.5]nonan-6-yl}-1H-indazole-4-carboxylic acid